P(=O)([O-])([O-])[O-].[Na+].N=1C=2N(C=CC1N1CCN(CC1)CC(=O)NC1C3=CC=CC=C3C=3C=CC=CC13)C1=C(N2)C=CC=C1.[Na+].[Na+] 2-(4-(benzo[4,5]imidazo[1,2-a]pyrimidin-2-yl)piperazin-1-yl)-N-(9H-fluoren-9-yl)acetamide Natrium Phosphate